C(C=C)N1CN(S(C2=C1C=C(C=C2)Cl)(=O)=O)[C@H]([C@@H](C)C2=C(C(=CC=C2F)C)C)C2=NNC(O2)=O 5-((1R,2S)-1-(4-allyl-6-chloro-1,1-dioxido-3,4-dihydro-2H-benzo[e][1,2,4]thiadiazin-2-yl)-2-(6-fluoro-2,3-dimethylphenyl)propyl)-1,3,4-oxadiazol-2(3H)-one